N1CC(OCC1)CCS(=O)(=O)OCC1=C(C(=C(C=C1F)F)F)F 2,3,4,6-tetrafluorobenzyl 2-morpholineethanesulfonate